C(C)(C)C1=CC2=C(SC(=C2)B2OC(C(O2)(C)C)(C)C)C=C1 2-(5-isopropylbenzo[b]thiophen-2-yl)-4,4,5,5-tetramethyl-1,3,2-dioxaborolane